2,6-bis(benzhydryl)-4-aminophenol C(C1=CC=CC=C1)(C1=CC=CC=C1)C1=C(C(=CC(=C1)N)C(C1=CC=CC=C1)C1=CC=CC=C1)O